N[C@@H](CC(=O)[O-])C(=O)[O-] aspartic acid anion